bismuth Tungstate [O-][W](=O)(=O)[O-].[O-][W](=O)(=O)[O-].[O-][W](=O)(=O)[O-].[Bi+3].[Bi+3]